methyl-N-(t-butoxycarbonyl)-L-phenylalanyl-S-methyl-L-cysteine CN([C@@H](CC1=CC=CC=C1)C(=O)N[C@@H](CSC)C(=O)O)C(=O)OC(C)(C)C